(1S,3S)-3-((6-(3-(((5-(cyclobutylmethyl)-1,2,4-oxadiazol-3-yl)amino)methyl)-5-fluorothiophene-2-yl)-2-methylpyridin-3-yl)oxy)cyclohexanecarboxylic acid C1(CCC1)CC1=NC(=NO1)NCC1=C(SC(=C1)F)C1=CC=C(C(=N1)C)O[C@@H]1C[C@H](CCC1)C(=O)O